triethyl-(2-hydroxyethyl)ammonium maleate C(\C=C/C(=O)[O-])(=O)[O-].C(C)[N+](CCO)(CC)CC.C(C)[N+](CC)(CC)CCO